glycolate antimony [Sb+3].C(CO)(=O)[O-].C(CO)(=O)[O-].C(CO)(=O)[O-]